BrC1=NN2C(N=CC=C2C2=CC(=C(C=C2)CNC(OC(C)(C)C)=O)C)=C1 tert-butyl N-[[4-(2-bromopyrazolo[1,5-a]pyrimidin-7-yl)-2-methyl-phenyl]methyl]carbamate